O=S1(COC(CN1)CN1C(=CC2=C(C(=CC=C12)CN1CCC2(CN(C2)C2=NC=NC3=CC=C(C=C23)CC(F)(F)F)CC1)C)C#N)=O 1-[(3,3-dioxo-1,3,4-oxathiazinan-6-yl)methyl]-4-methyl-5-[[2-[6-(2,2,2-trifluoroethyl)quinazolin-4-yl]-2,7-diazaspiro[3.5]nonan-7-yl]methyl]indole-2-carbonitrile